C(#N)C(CNC=1C(=CC=C2C=CC(=CC12)C1=CC=CC(=N1)C(=O)NCC1CN(CC1)C)OC)=C 6-{8-[(2-cyano-2-methylideneethyl)amino]-7-methoxynaphthalen-2-yl}-N-[(1-methylpyrrolidin-3-yl)methyl]pyridine-2-carboxamide